N-(2,5-dimethoxyphenyl)benzamide sodium (S)-3-(3-(1,6-dimethyl-4-oxido-2-oxo-1,2-dihydropyridin-3-yl)ureido)-3-(5-(2,6-dimethyl-phenyl)thiophen-2-yl)propanoate CN1C(C(=C(C=C1C)[O-])NC(N[C@@H](CC(=O)[O-])C=1SC(=CC1)C1=C(C=CC=C1C)C)=O)=O.[Na+].COC1=C(C=C(C=C1)OC)NC(C1=CC=CC=C1)=O.[Na+]